1-tritylaziridine-2-carbaldehyde C(C1=CC=CC=C1)(C1=CC=CC=C1)(C1=CC=CC=C1)N1C(C1)C=O